FC1=C(C=C(C=C1C=1C(=NN(C1C)C)C)OCC1OCCC1)C1=C2C(=NC=C1)N=CN2 7-(2-fluoro-5-((tetrahydrofuran-2-yl)methoxy)-3-(1,3,5-trimethyl-1H-pyrazol-4-yl)phenyl)-1H-imidazo[4,5-b]pyridine